C1OCC12CN(C2)C2=NC=C(C=N2)OC2=C(C=C(C=C2)NC(=O)C2CC(C2)OC)C N-(4-((2-(2-oxa-6-azaspiro[3.3]heptan-6-yl)pyrimidin-5-yl)oxy)-3-methylphenyl)-3-methoxycyclobutane-1-carboxamide